(R)-4-((2-(3-(aminomethyl)-3-hydroxypyrrolidin-1-yl)-1H-benzo[d]imidazol-1-yl)methyl)benzonitrile 2,2,2-trifluoroacetate FC(C(=O)O)(F)F.NC[C@]1(CN(CC1)C1=NC2=C(N1CC1=CC=C(C#N)C=C1)C=CC=C2)O